[2-(2-methylpropanoylamino)-9H-purin-6-yl] N,N-diphenylcarbamate C1(=CC=CC=C1)N(C(OC1=C2N=CNC2=NC(=N1)NC(C(C)C)=O)=O)C1=CC=CC=C1